C(C)(C)N(P(N(C(C)C)C(C)C)OCCC1=C(C=C(C=C1)F)F)C(C)C N,N,N',N'-tetraisopropyl-1-(2,4-difluorophenethoxy)phosphanediamine